N-(5'-fluoro-2'-(phenylselanyl)-[1,1'-biphenyl]-2-yl)picolinamide FC=1C=CC(=C(C1)C1=C(C=CC=C1)NC(C1=NC=CC=C1)=O)[Se]C1=CC=CC=C1